C(#N)C(=O)C=C cyanovinyl ketone